N(=[N+]=[N-])CCC=1C(=NC(NC1)=O)N 5-(2-azidoethyl)cytosine